O[C@@H]1[C@H](COC1)NC=1N=CC(=C2C=CN(C(C12)=O)C)C1=CC=C(C=C1)C(F)(F)F 8-(((3S,4R)-4-hydroxytetrahydrofuran-3-yl)amino)-2-methyl-5-(4-(trifluoromethyl)phenyl)-2,7-naphthyridin-1(2H)-one